OC(=O)C(F)(F)F.NCC1N(C2=CC=CC=C2N(C1)C1=CC=C(C=C1)C(F)(F)F)CC(=O)N 2-(2-(aminomethyl)-4-(4-(trifluoromethyl)phenyl)-3,4-dihydroquinoxalin-1(2H)-yl)acetamide TFA salt